1,2,3-Triazole-4-hydrazide N1N=NC(=C1)C(=O)NN